Cl.ClC=1C=CC(=C(C1)[C@H](C)N)F (S)-1-(5-chloro-2-fluorophenyl)ethylamine hydrochloride